5-(8-fluoro-6-hydroxy-2-{2-[(1,3,5-trimethyl-1H-pyrazol-4-yl)methyl]-2-azaspiro[3.3]heptan-6-yl}-1,2,3,4-tetrahydroisoquinolin-7-yl)-1λ6,2,5-thiadiazolidine-1,1,3-trione FC=1C(=C(C=C2CCN(CC12)C1CC2(CN(C2)CC=2C(=NN(C2C)C)C)C1)O)N1CC(NS1(=O)=O)=O